OCC=1C=C(C=O)C=C(C1)C 3-(hydroxymethyl)-5-methylbenzaldehyde